CC=1N=NC2=CC=C(C=C2C1)C1=CN=C(S1)SCC1CCOCC1 5-(3-methylcinnolin-6-yl)-2-(((tetrahydro-2H-pyran-4-yl)methyl)thio)thiazole